C1=COC2=C1C1=CC=CC=C1C=C2 NAPHThOFURANE